CC1(CCC1)NC(O)=O.C(C)(C)(C)OC(=O)N[C@@](N)(C)C(=O)O (S)-2-(t-butoxycarbonylamino)alanine (1-methylcyclobutyl)carbamate